C(#N)CC[C@@H]1C(NCC1)=O (1S)-1-cyano-2-[(3S)-2-oxopyrrolidin-3-yl]ethane